8-(4-(2-methylazetidine-2-carbonyl)piperazin-1-yl)-N-(1-methylcyclopropyl)-3-(5-(trifluoromethyl)-1,3,4-thiadiazol-2-yl)imidazo[1,5-a]pyridine-6-sulfonamide CC1(NCC1)C(=O)N1CCN(CC1)C=1C=2N(C=C(C1)S(=O)(=O)NC1(CC1)C)C(=NC2)C=2SC(=NN2)C(F)(F)F